NC1=C(C=C(C=N1)C=1C=C2N(N1)CC[C@]21CN(CC1)C(=O)NCC1=CC=CC=C1)OCC1=CC(=CC=C1)F |r| (rac)-2'-{6-amino-5-[(3-fluorophenyl)methoxy]pyridin-3-yl}-N-benzyl-5',6'-dihydrospiro[pyrrolidine-3,4'-pyrrolo[1,2-b]pyrazole]-1-carboxamide